O=C1NC(CCC1C=1C(=C(C(=O)N)C=CC1)F)=O 2,6-dioxopiperidin-3-yl-2-fluorobenzamide